2-hydroxyethyl 5-{6-oxo-2H,4H,5H,6H,7H-pyrazolo[3,4-b]pyridin-4-yl}-2-{[2-(trifluoromethyl)phenyl]methoxy}benzoate O=C1CC(C=2C(N1)=NNC2)C=2C=CC(=C(C(=O)OCCO)C2)OCC2=C(C=CC=C2)C(F)(F)F